5-[4-[7-(2,4-difluorophenyl)-2-(dimethylamino)thiazolo[4,5-d]pyrimidin-5-yl]tetrahydropyran-2-yl]-1-methyl-pyridin-2-one FC1=C(C=CC(=C1)F)C=1C2=C(N=C(N1)C1CC(OCC1)C=1C=CC(N(C1)C)=O)N=C(S2)N(C)C